NC1=NC=CC2=C(C=CC=C12)N(C)CC12N(CC(C1)(C2)COC2=CC(N(C(=C2)C)C)=O)C(=O)NC=2C=C1CCCOC1=CC2 1-(((1-aminoisoquinolin-5-yl)(methyl)amino)methyl)-N-(chroman-6-yl)-4-(((1,6-dimethyl-2-oxo-1,2-dihydropyridin-4-yl)oxy)methyl)-2-azabicyclo[2.1.1]hexane-2-carboxamide